CC(=CCC/C(=C/CC/C(=C/CC/C(=C/CC/C(=C/CC/C(=C/CC/C(=C/CC/C(=C/CC1=C(C(=CC(=C1)O)OC)O)/C)/C)/C)/C)/C)/C)/C)C The molecule is a polyprenylhydroquinone in which the polyprenyl substituent is octaprenyl at C-2; a methoxy group is also present at C-6. It is a polyprenylhydroquinone and a member of hydroquinones.